6-[3-(Difluoromethyl)phenyl]-3-fluoro-pyrazolo[4,3-b]pyridin FC(C=1C=C(C=CC1)C=1C=C2C(=NC1)C(=NN2)F)F